tert-butyl N-(2-bromothieno[3,2-c]pyridin-4-yl)-N-tert-butoxycarbonyl-carbamate BrC1=CC=2C(=NC=CC2S1)N(C(OC(C)(C)C)=O)C(=O)OC(C)(C)C